C(C)(=O)C1=CN(C2=CC=C(C=C12)C=1C=NC(=NC1)O[C@H]1[C@@H]2[C@H](OC1)[C@@H](CO2)OC)CC(=O)OC(C)(C)C tert-Butyl 2-(3-acetyl-5-(2-((3R,3aR,6R,6aR)-6-methoxyhexahydrofuro[3,2-b]furan-3-yloxy)pyrimidin-5-yl)-1H-indol-1-yl)acetate